O=C1NC(CCC1N1C(N(C2=C1C=CC(=C2)CC2CCN(CC2)C2CCN(CC2)C(=O)OC(C)(C)C)C)=O)=O tert-butyl 4-[4-[[1-(2,6-dioxo-3-piperidyl)-3-methyl-2-oxo-benzimidazol-5-yl]methyl]-1-piperidyl]piperidine-1-carboxylate